tert-butyl 1-(3-chloro-4-iodopyridin-2-yl)-1H-pyrrole-3-carboxylate ClC=1C(=NC=CC1I)N1C=C(C=C1)C(=O)OC(C)(C)C